4-[3-chloro-4-(N'-cyclopropylureido)phenoxy]-7-methoxyquinoline-6-carboxamide mesylate S(C)(=O)(=O)O.ClC=1C=C(OC2=CC=NC3=CC(=C(C=C23)C(=O)N)OC)C=CC1NC(=O)NC1CC1